C(CCCCC)[C@@H](C(=O)OCCCCCCN(CCCCCCOC(C(CCCCCCCC)CCCCCC)=O)CCCCO[Si](C)(C)C(C)(C)C)CCCCCCCC ((4-((tert-butyldimethylsilyl)oxy)butyl)azanediyl)bis(hexane-6,1-diyl) (2R,2'R)-bis(2-hexyldecanoate)